2-((1r,4r)-4-(2-hydroxyethyl)cyclohexyl)-N-(imidazo[1,2-b]pyridazin-3-yl)-6-methoxy-2H-indazole-5-carboxamide OCCC1CCC(CC1)N1N=C2C=C(C(=CC2=C1)C(=O)NC1=CN=C2N1N=CC=C2)OC